4,4-bis[4-(2-quinolylmethoxy)phenyl]pentanoic acid N1=C(C=CC2=CC=CC=C12)COC1=CC=C(C=C1)C(CCC(=O)O)(C)C1=CC=C(C=C1)OCC1=NC2=CC=CC=C2C=C1